(Cyclopentadienyl)ruthenium(II) C1(C=CC=C1)[Ru+]